C(C)(=O)N1N=C(C=C1)OCC(CCC(C(=O)O)(C)C1=CC(=CC=C1)C[C@@H](C(=O)OC)C)(F)F 6-((1-acetyl-1H-pyrazol-3-yl)oxy)-5,5-difluoro-2-(3-((S)-3-methoxy-2-methyl-3-oxopropyl)phenyl)-2-methylhexanoic acid